tert-butyl 2-[4-{5-chloro-2-[1-(difluoromethyl)-1H-pyrazol-4-yl] phenyl}-5-methoxy-2-oxopyridin-1(2H)-yl]-4-methoxybutyrate ClC=1C=CC(=C(C1)C1=CC(N(C=C1OC)C(C(=O)OC(C)(C)C)CCOC)=O)C=1C=NN(C1)C(F)F